2-(3-chloro-5-ethylphenoxy)acetyl chloride ClC=1C=C(OCC(=O)Cl)C=C(C1)CC